C(C)OC(=O)C=1OC2=CC(=CC=C2C(C1)=O)OC(F)F 7-(Difluoromethoxy)-4-oxo-4H-chromene-2-carboxylic acid ethyl ester